C[C@H]1[C@@H]([C@H]([C@H]([C@@H](O1)O[C@@H]2[C@H]([C@H](O[C@@H]([C@H]2O)CO)OP(=O)([O-])OP(=O)([O-])OC/C=C(/C)\\CC/C=C(/C)\\CC/C=C(/C)\\CC/C=C(/C)\\CC/C=C(/C)\\CC/C=C(/C)\\CC/C=C(/C)\\CC/C=C(/C)\\CC/C=C(\\C)/CCC=C(C)C)NC(=O)C)O)O)O[C@H]3[C@@H]([C@H]([C@@H](O3)[C@@H](CO)O)O)O The molecule is an organophosphate oxoanion obtained by deprotonation of the diphosphate OH groups of beta-D-Galf-(1->4)-alpha-L-Rhap-(1->3)-alpha-D-GlcpNAc-1-diphospho-trans,octacis-decaprenol; major species at pH 7.3. It is a conjugate base of a beta-D-Galf-(1->4)-alpha-L-Rhap-(1->3)-alpha-D-GlcpNAc-1-diphospho-trans,octacis-decaprenol.